BrC1=CC(=C2C=C(C(=NC2=C1)C)CC(=O)OC)F methyl 2-(7-bromo-5-fluoro-2-methylquinolin-3-yl)acetate